NC[C@H](O)C1CC1 |r| 2-amino-(1RS)-1-cyclopropylethanol